C(C1=CC=CC=C1)C1CC(N(CC1)C(=O)C=1C(=NC=CC1)C1=CC=NC=C1)O (4-benzyl-hydroxypiperidin-1-yl)(2,4'-bipyridin-3-yl)methanone